Cl.FC1=C(C#N)C=CC(=C1)C1=C(C=2N(C(=N1)N1CCC(CC1)NC)C=CN2)C2=CC(=C(C=C2)OC)O 2-fluoro-4-(8-(3-hydroxy-4-methoxyphenyl)-5-(4-(methylamino)piperidin-1-yl)imidazolo[1,2-c]pyrimidin-7-yl)benzonitrile hydrochloride